B([O-])([O-])[O-].[Na+].O.[Na+].[Na+] water sodium borate